6-(ethylsulfinyl)-4-(6-(6-((6-methoxypyridin-3-yl)methyl)-3,6-diazabicyclo[3.1.1]heptan-3-yl)pyridin-3-yl)pyrazolo[1,5-a]pyridine-3-carbonitrile C(C)S(=O)C=1C=C(C=2N(C1)N=CC2C#N)C=2C=NC(=CC2)N2CC1N(C(C2)C1)CC=1C=NC(=CC1)OC